(S)-N-(1-(5-(3-(2-chloro-7-(1-methoxyethyl)pyrazolo[1,5-a]pyrimidin-6-yl)ureido)-3-(trifluoromethyl)pyridin-2-yl)-1H-pyrazol-4-yl)-2-hydroxy-2-methylpropanamide ClC1=NN2C(N=CC(=C2[C@H](C)OC)NC(NC=2C=C(C(=NC2)N2N=CC(=C2)NC(C(C)(C)O)=O)C(F)(F)F)=O)=C1